(S)-(4-(4-methylbenzo[d]thiazol-2-yl)-6,7-dihydro-1H-imidazo[4,5-c]pyridin-5(4H)-yl)(6-methylpyrazolo[1,5-a]pyridin-3-yl)methanone CC1=CC=CC2=C1N=C(S2)[C@H]2N(CCC1=C2N=CN1)C(=O)C=1C=NN2C1C=CC(=C2)C